methyl 3-bromo-5-(((tert-butyldimethylsilyl)oxy)methyl)-2-(2-((3,5-dimethoxybenzyl)amino)ethoxy)benzoate BrC=1C(=C(C(=O)OC)C=C(C1)CO[Si](C)(C)C(C)(C)C)OCCNCC1=CC(=CC(=C1)OC)OC